COC1(CN(C1)C1=CC=C(C(=N1)C(=O)OC)C=C)C methyl 6-(3-methoxy-3-methylazetidin-1-yl)-3-vinylpicolinate